3-(tert-butyl)-N-(2-oxo-2-((4-(3-(pyridin-4-yl)phenyl)thiazol-2-yl)amino)ethyl)benzamide C(C)(C)(C)C=1C=C(C(=O)NCC(NC=2SC=C(N2)C2=CC(=CC=C2)C2=CC=NC=C2)=O)C=CC1